CC(=CS)CC 2-methyl-1-butene-1-thiol